C1(CC1)C1=C(C(=NO1)C1=NN(C2=NC=NC(=C21)N)C(C)C)C=2C=NN(C2)C 3-(5-cyclopropyl-4-(1-methyl-1H-pyrazol-4-yl)isoxazol-3-yl)-1-isopropyl-1H-pyrazolo[3,4-d]pyrimidin-4-amine